3-(3-((tert-butyldimethylsilyl)oxy)propoxy)-1',3',5-trimethyl-4-nitro-1'H-1,4'-bipyrazole [Si](C)(C)(C(C)(C)C)OCCCOC1=NN(C(=C1[N+](=O)[O-])C)C=1C(=NN(C1)C)C